2-(1-Isopropyl-4-methoxy-1H-pyrazol-5-yl)-N-(4-(5-methyl-3-(trifluoromethyl)-1H-pyrazol-1-yl)benzyl)furo[3,2-d]pyrimidin-4-amine C(C)(C)N1N=CC(=C1C=1N=C(C2=C(N1)C=CO2)NCC2=CC=C(C=C2)N2N=C(C=C2C)C(F)(F)F)OC